N1C=C(C2=CC=CC=C12)C(=O)Cl 3-indolecarbonyl chloride